5-iodobenzaldehyde IC=1C=CC=C(C=O)C1